2-Amino-5-(pyridin-4-yl)benzonitrile NC1=C(C#N)C=C(C=C1)C1=CC=NC=C1